6-(trifluoromethyl)pyridine-2-carboxamide trifluoroacetate FC(C(=O)O)(F)F.FC(C1=CC=CC(=N1)C(=O)N)(F)F